C(C)OC(C(CC(=O)OCC)(C)C)=O diethyl-2,2-dimethylsuccinate